C=1N=CN2CCOC3=C(C21)C=C(C=C3)C(=O)OC methyl 5,6-dihydrobenzo[f]imidazo[1,5-d][1,4]oxazepine-10-carboxylate